[4-(2,2-dimethyl-propylamino)-2-methylsulfanyl-pyrimidin-5-yl]-methanol CC(CNC1=NC(=NC=C1CO)SC)(C)C